ClC=1N=C(C2=C(N1)SC=C2)NC=2N=CN(C2)C2=CC=C(C=C2)F 2-chloro-N-(1-(4-fluorophenyl)-1H-imidazol-4-yl)thieno[2,3-d]pyrimidin-4-amine